(1r,2'S,4S)-4-(3-chloroanilino)-2'-[(2R)-3-hydroxy-2-methylpropyl]-2',3'-dihydrospiro[cyclohexane-1,1'-indene]-4-carboxylic acid ClC=1C=C(NC2(CCC3([C@H](CC4=CC=CC=C34)C[C@H](CO)C)CC2)C(=O)O)C=CC1